FC(CNC=1N=CC2=C(N1)NC=C2C2=CC=1N(C=C2)N=CC1C(=O)N[C@@H]1CC[C@H](CC1)OC)(C)F 5-(2-((2,2-difluoropropyl)amino)-7H-pyrrolo[2,3-d]pyrimidin-5-yl)-N-(trans-4-methoxycyclohexyl)pyrazolo[1,5-a]pyridine-3-carboxamide